2-(2-Fluorophenyl)-2-(4-(trifluoromethyl)pyridin-2-yl)acetonitrile FC1=C(C=CC=C1)C(C#N)C1=NC=CC(=C1)C(F)(F)F